2-(8-phenyl-1,4-dioxaspiro[4.5]decan-8-yl)ethan-1-ol C1(=CC=CC=C1)C1(CCC2(OCCO2)CC1)CCO